FC1=CC=C(C=C1)C=1C=C(C=NC1)C=O (5-(4-fluorophenyl)pyridin-3-yl)methanone